(4-(trifluoromethyl)phenyl)-5a,7,8,8a-tetrahydro-6H-cyclopenta[4,5]furo[3,2-b]pyridine-7-carboxylate FC(C1=CC=C(C=C1)OC(=O)C1CC2C(C3=NC=CC=C3O2)C1)(F)F